(1H-indol-3-yl)-5-(pyridin-2-yl)isoindoline-2-carboxamide N1C=C(C2=CC=CC=C12)C1N(CC2=CC(=CC=C12)C1=NC=CC=C1)C(=O)N